(S,E)-N7-(1-((4-Isobutyl-1H-benzo[d]imidazol-2-yl)methyl)-2-oxo-1,2-dihydropyridin-3-yl)-N1,N1-dimethyl-6-(pyrimidin-2-carboxamido)hept-2-endiamid C(C(C)C)C1=CC=CC=2NC(=NC21)CN2C(C(=CC=C2)NC([C@H](CC/C=C/C(=O)N(C)C)NC(=O)C2=NC=CC=N2)=O)=O